(3-(((tert-butyldiphenylsilyl)oxy)methyl)-5-fluorobenzyl)oxynicotinic acid methyl ester COC(C1=C(N=CC=C1)OCC1=CC(=CC(=C1)F)CO[Si](C1=CC=CC=C1)(C1=CC=CC=C1)C(C)(C)C)=O